1-isopropyl-1H-1,2,4-triazol C(C)(C)N1N=CN=C1